2-Benzyl-4-chloro-5-(5-chloro-2-(4-chloro-1H-1,2,3-triazol-1-yl)phenyl)pyridazin C(C1=CC=CC=C1)N1NC=C(C(=C1)Cl)C1=C(C=CC(=C1)Cl)N1N=NC(=C1)Cl